4-chlorophenyl (1R,4R)-6-(4-(1H-1,2,4-triazol-1-yl) phenyl)-5-(4-hydroxyphenyl)-7-oxabicyclo[2.2.1]hept-5-ene-2-sulfonate N1(N=CN=C1)C1=CC=C(C=C1)C1=C([C@H]2CC([C@@H]1O2)S(=O)(=O)OC2=CC=C(C=C2)Cl)C2=CC=C(C=C2)O